C1(CC1)COC1=CC=CC=N1 6-(cyclopropylmethoxy)pyridin